ClC=1C=C2C(=C(N(C2=CC1)CC1CCOCC1)C=O)C(=O)N1CCC(CC1)(C(=O)N[C@H]1CNC[C@H]1F)C1=CC=C(C=C1)F 1-(5-chloro-2-formyl-1-((tetrahydro-2H-pyran-4-yl)methyl)-1H-indole-3-carbonyl)-4-(4-fluorophenyl)-N-((3S,4R)-4-fluoropyrrolidin-3-yl)piperidine-4-carboxamide